N-(5-chloro-6-(1-methyl-1H-imidazol-2-yl)pyridin-3-yl)-1-(isoquinolin-4-yl)-5-(trifluoromethyl)-1H-pyrazole-4-carboxamide ClC=1C=C(C=NC1C=1N(C=CN1)C)NC(=O)C=1C=NN(C1C(F)(F)F)C1=CN=CC2=CC=CC=C12